NC1CN(CC(C1)F)C1C(CC(C1)C1=CC=C(C=C1)F)OC1=C(C=CN=N1)C 6-[2-(3-amino-5-fluoro-1-piperidyl)-4-(4-fluorophenyl)cyclopentoxy]-5-methyl-pyridazine